(5-(((Tert-Butyldimethylsilyl)oxy)methyl)-2-chloropyridin-4-yl)carbamic acid phenyl ester C1(=CC=CC=C1)OC(NC1=CC(=NC=C1CO[Si](C)(C)C(C)(C)C)Cl)=O